C(#N)C1(CC1)CC=1C=C(C=CC1)C(C(=O)OC(C)(C)C)(CCCC(CO)(C)C)C tert-Butyl 2-(3-((1-cyanocyclopropyl)methyl)phenyl)-7-hydroxy-2,6,6-trimethylheptanoate